ClC1=C(OC\C(\CNC(OC(C)(C)C)=O)=C\F)C=C(C=C1)CN1C(NC(C2=C1C=CN2)=O)=S tert-butyl (E)-(2-((2-chloro-5-((4-oxo-2-thioxo-2,3,4,5-tetrahydro-1H-pyrrolo[3,2-d]pyrimidin-1-yl)methyl)phenoxy)methyl)-3-fluoroallyl)carbamate